C(#N)C=1C(=NC=2CNCCC2C1N1CCN(CC1)C(=O)OC(C)(C)C)OC(CN(C)C)C tert-butyl 4-(3-cyano-2-((1-(dimethylamino)propan-2-yl)oxy)-5,6,7,8-tetrahydro-1,7-naphthyridin-4-yl)piperazine-1-carboxylate